CC1(OB(OC1(C)C)C1=CC2=C(OC3(CCN(CC3)C(=O)OC(C)(C)C)OC2)C=C1)C tert-butyl 6-(4,4,5,5-tetramethyl-1,3,2-dioxaborolan-2-yl)-4H-spiro[benzo[d][1,3]dioxine-2,4'-piperidine]-1'-carboxylate